FC=1C=CC2=C([C@H](OC3=NC4=C(C(NCCO2)=O)C=NN4C=C3)C)C1 (13R)-11-fluoro-13-methyl-6,7-dihydro-13H-1,15-ethenopyrazolo[4,3-f][1,10,4,8]benzodioxadiazacyclotridecin-4(5H)-one